ClC=1C=CC(=NC1)C1(OC2=C(O1)C=CC=C2CC2CCN(CC2)CC2=NC1=C(N2CC2=CN=CN2CC)C=C(C=C1)C(=O)O)C 2-[(4-{[2-(5-chloropyridin-2-yl)-2-methyl-2H-1,3-benzodioxol-4-yl]methyl}piperidin-1-yl)methyl]-1-[(1-ethyl-1H-imidazol-5-yl)methyl]-1H-1,3-benzodiazole-6-carboxylic acid